ethyl 4-[[(1R)-1-(3,6-dimethyl-2-morpholino-4-oxo-quinazolin-8-yl)ethyl]amino]pyrimidine-5-carboxylate CN1C(=NC2=C(C=C(C=C2C1=O)C)[C@@H](C)NC1=NC=NC=C1C(=O)OCC)N1CCOCC1